2-Dimethylamino-2-methyl-1-phenylpropan-1-one CN(C(C(=O)C1=CC=CC=C1)(C)C)C